(S)-5-fluoroisoindoline-1-carboxylic acid FC=1C=C2CN[C@@H](C2=CC1)C(=O)O